2-((3AR,6AR)-5-(4-(2,6-DIOXOPIPERIDIN-3-YL)PHENYL)HEXAHYDROPYRROLO[3,4-C]PYRROL-2(1H)-YL)ACETIC ACID O=C1NC(CCC1C1=CC=C(C=C1)N1C[C@@H]2[C@@H](C1)CN(C2)CC(=O)O)=O